indeno[1,7a-a]NAphthalene-2,10,12(11H)-trione C1=C2C(CC34C(=C2C=CC1=O)C=CC4=CC=CC3=O)=O